C12(CC3CC(CC(C1)C3)C2)CC(=O)NCCOCCOC2=C(C=C3C(=NC(=NC3=C2)C)NC(C)C=2SC=C(C2)Br)OC 2-((3r,5r,7r)-Adamantan-1-yl)-N-(2-(2-((4-((1-(4-bromothiophen-2-yl)ethyl)amino)-6-methoxy-2-methylquinazolin-7-yl)oxy)ethoxy)ethyl)acetamide